5-methyl-1,3,5-triazinan-2-one CN1CNC(NC1)=O